(3R,4R)-4-[3-(2,6-dioxo-3-piperidyl)-1-methyl-indazol-6-yl]-3-hydroxy-piperidine-1-carboxylic acid tert-butyl ester C(C)(C)(C)OC(=O)N1C[C@@H]([C@H](CC1)C1=CC=C2C(=NN(C2=C1)C)C1C(NC(CC1)=O)=O)O